3-chloro(1,2)-thiazepin ClC1=NSC=CC=C1